di-(2-butyloctyl) sebacate C(CCCCCCCCC(=O)OCC(CCCCCC)CCCC)(=O)OCC(CCCCCC)CCCC